2-[8-(2-chlorophenyl)-7-(4-chlorophenyl)-2,6-dioxo-3H-purin-1-yl]Propionamide ClC1=C(C=CC=C1)C1=NC=2NC(N(C(C2N1C1=CC=C(C=C1)Cl)=O)C(C(=O)N)C)=O